N1(C(C=CC=C1)=O)C=1C(=NC=CC1)[2H] 2H-[1,3'-bipyridin]-2-one-2'-d